4',4'-difluoro-4-methoxy-N-(5-oxo-5,6,7,8-tetrahydro-1,6-naphthyridin-3-yl)-2',3',4',5'-tetrahydro-[1,1'-biphenyl]-3-sulfonamide FC1(CCC(=CC1)C1=CC(=C(C=C1)OC)S(=O)(=O)NC=1C=NC=2CCNC(C2C1)=O)F